((4-bromophenyl)amino)acetonitrile BrC1=CC=C(C=C1)NCC#N